C(=O)C1(N(CCC1)C(=O)[O-])C 2-Formyl-2-methylpyrrolidine-1-carboxylate